O=C1N(CCC(N1)=O)C1=CN=CC2=C(C=CC=C12)C1CCN(CC1)C(CN1CCC(CC1)NC(OCC1=CC=CC=C1)=O)=O benzyl N-[1-[2-[4-[4-(2,4-dioxohexahydropyrimidin-1-yl)-8-isoquinolyl]-1-piperidyl]-2-oxo-ethyl]-4-piperidyl]carbamate